3-methoxy-5-(4-nitro-2-(2H-tetrazol-5-yl)phenyl)pyridine COC=1C=NC=C(C1)C1=C(C=C(C=C1)[N+](=O)[O-])C=1N=NNN1